(6R,8R,9R)-8-(6-chloro-4-((3aR,6aS)-hexahydrocyclopenta[c]pyrrol-2(1H)-yl)-1H-pyrazolo[3,4-b]pyridin-1-yl)-6-(hydroxymethyl)-2,2-dimethyl-1,3,7-trioxaspiro[4.4]nonan-9-yl acetate C(C)(=O)O[C@H]1[C@@H](O[C@@H](C12COC(O2)(C)C)CO)N2N=CC=1C2=NC(=CC1N1C[C@@H]2[C@H](C1)CCC2)Cl